Tert-butyl (3-(6-((((3-(6-hydroxy-3-oxoisoindolin-1-yl)-1H-indol-2-yl)methyl)amino)methyl)-1-((1-methyl-1H-imidazol-4-yl)methyl)-1H-indol-3-yl)propyl)carbamate OC1=CC=C2C(NC(C2=C1)C1=C(NC2=CC=CC=C12)CNCC1=CC=C2C(=CN(C2=C1)CC=1N=CN(C1)C)CCCNC(OC(C)(C)C)=O)=O